CC=1CC[C@H]([C@@H](C1)C=1C(=CC(=CC1CCC)O)O)C(=C)C (1'R,2'R)-5'-methyl-2'-(prop-1-en-2-yl)-6-propyl-1',2',3',4'-tetrahydro-[1,1'-biphenyl]-2,4-diol